Cl[Si](CCCC#N)(C)Cl 4-[dichloro(methyl)silyl]butanenitrile